O=C1[C@H](CCCC[C@@H]2N1[C@@H](CC2)C(=O)N2CC(CC2)C=2C=NC=CC2)NC(=O)C2=CC1=C(S2)C=CC(=C1)CP(=O)(OC1=CC=CC=C1)N[C@@H](C)C(=O)OCCC propyl (((2-(((3S,6S,10aS)-5-oxo-3-(3-(pyridin-3-yl)pyrrolidine-1-carbonyl)decahydro pyrrolo[1,2-a]azocin-6-yl)carbamoyl)benzo[b]thiophen-5-yl)methyl)(phenoxy) phosphoryl)-L-alaninate